2,4-diamino-6-butyl-s-triazine NC1=NC(=NC(=N1)N)CCCC